CN1N=CC(=C1C(F)(F)F)S(=O)(=O)C1=CC=C(C=C1)CNC(=O)C=1C=NC=2N(C1)C=CN2 N-({4-[1-methyl-5-(trifluoromethyl)-1H-pyrazole-4-sulfonyl]phenyl}methyl)imidazo[1,2-a]pyrimidine-6-carboxamide